2-[[3-ethoxycarbonyl-6-(piperazine-1-carbonyl)-4-quinolyl]amino]benzoic acid C(C)OC(=O)C=1C=NC2=CC=C(C=C2C1NC1=C(C(=O)O)C=CC=C1)C(=O)N1CCNCC1